C1=CC=C2C(=C1)C(=O)N(C2=O)CC(=O)O N-phthalylglycine